3-(4-(sec-butoxy)-2-methylphenyl)acrylic acid C(C)(CC)OC1=CC(=C(C=C1)C=CC(=O)O)C